o-nitro-trifluoromethyl-benzene [N+](=O)([O-])C1=C(C=CC=C1)C(F)(F)F